5-(3-(1-(cyclopropylsulfonyl)-2,5-dihydro-1H-pyrrol-3-yl)-2-fluoro-6-hydroxyphenyl)-1,2,5-thiadiazolidin-3-one 1,1-dioxide C1(CC1)S(=O)(=O)N1CC(=CC1)C=1C(=C(C(=CC1)O)N1CC(NS1(=O)=O)=O)F